m-(1-methoxy-1-methylethoxy)-methylstyrene COC(C)(OC=1C=C(C=CC)C=CC1)C